17-cyclopropylmethyl-4,5-epoxy-3,14-dihydroxymorphinan-6-one C1(CC1)CN1[C@H]2[C@@]3(CCC(C4[C@@]3(C=3C(=C(C=CC3C2)O)O4)CC1)=O)O